(R)-2,2-difluoro-2-(2-fluoro-3-(1-((6-methoxy-2,7-dimethyl-8,9-dihydro-7H-[1,4]oxazino[3,2-h]quinazolin-4-yl)amino)ethyl)phenyl)ethan-1-ol FC(CO)(C1=C(C(=CC=C1)[C@@H](C)NC1=NC(=NC2=C3C(=C(C=C12)OC)N(CCO3)C)C)F)F